BrC1=C(C#N)C=C(C(=C1)O)C1=CC(=CC=C1)F bromo-5-(3-fluorophenyl)-4-hydroxybenzonitrile